BrC=1C=C(CNS(=O)(=O)C2=CC=C(C=C2)NC(=O)NCC2=CC=NC=C2)C=C(C1)Br N-(3,5-dibromobenzyl)-4-(3-(pyridin-4-ylmethyl)ureido)benzenesulfonamide